(R)-5-{4-[4-(3,5-dimethylpyridin-2-yl)piperazine-1-carbonyl]phenyl}-3-(4-methoxybenzyl)-5-methylimidazolidine-2,4-dione CC=1C(=NC=C(C1)C)N1CCN(CC1)C(=O)C1=CC=C(C=C1)[C@@]1(C(N(C(N1)=O)CC1=CC=C(C=C1)OC)=O)C